6-Methoxy-8-methyl-4-phenyl-3-(phenylsulfonyl)-2H-chromen-2-one COC=1C=C2C(=C(C(OC2=C(C1)C)=O)S(=O)(=O)C1=CC=CC=C1)C1=CC=CC=C1